1-((2-bromo-6-chloro-5-(cyclopropylmethoxy)pyridin-3-yl)methyl)cyclobutane-1-carboxylic acid BrC1=NC(=C(C=C1CC1(CCC1)C(=O)O)OCC1CC1)Cl